FC1=CC=C(C=C1)NC=1N(N=C2C1C(N(C=1N2CC(N1)(C)C)C)=O)CC1=CC=C(C=C1)NCCO 3-((4-fluorophenyl)amino)-2-(4-((2-hydroxyethyl)amino)benzyl)-5,7,7-trimethyl-7,8-dihydro-2H-imidazo[1,2-a]pyrazolo[4,3-e]pyrimidin-4(5H)-one